COC([C@H](C[C@H]1C(NCCC1)=O)NC(=O)[C@@H]1[C@H]2C[C@H]2CN1C(=O)OC(C)(C)C)=O tert-butyl (1S,2S,5R)-2-[[(1S)-2-methoxy-2-oxo-1-[[(3S)-2-oxo-3-piperidyl] methyl] ethyl] carbamoyl]-3-azabicyclo[3.1.0]hexane-3-carboxylate